C(C)(C)(C)OC(N[C@H]1C2(CN3N=CC=C31)CCN(CC2)C2=NC=C(N=C2)Br)=O (S)-(1-(5-bromopyrazin-2-yl)-4'H,6'H-spiro[piperidine-4,5'-pyrrolo[1,2-b]pyrazol]-4'-yl)carbamic acid tert-butyl ester